C(C)(C)(C)C=1NC2=CC=CC=C2N1 2-tert-butylazaindole